tert-butyl (((6,7-difluoro-4-hydroxychroman-4-yl)methyl)-sulfonyl)carbamate FC=1C=C2C(CCOC2=CC1F)(O)CS(=O)(=O)NC(OC(C)(C)C)=O